2-[(4-amino-6-chloro-1,3,5-triazin-2-yl)amino]-3-(2,3-dichlorophenyl)-N-methoxy-propanamide NC1=NC(=NC(=N1)Cl)NC(C(=O)NOC)CC1=C(C(=CC=C1)Cl)Cl